COC1=CC=C(NCC2=NN=C3N2CCCCC3)C=C1 4-methoxy-N-((6,7,8,9-tetrahydro-5H-[1,2,4]triazolo[4,3-a]azepin-3-yl)methyl)aniline